5-(1H-imidazol-1-yl)-2-(6-(((1S,3S,5R)-1-methyl-8-azabicyclo[3.2.1]oct-6-en-3-yl)oxy)pyridazin-3-yl)phenol N1(C=NC=C1)C=1C=CC(=C(C1)O)C=1N=NC(=CC1)O[C@@H]1C[C@]2(C=C[C@@H](C1)N2)C